4-(3-Chloropropylsulfanyl)benzoic acid methyl ester COC(C1=CC=C(C=C1)SCCCCl)=O